4-((4-nitrophenyl)butan-1,3-diyne-1-yl)piperazin-1-carboxylic acid [N+](=O)([O-])C1=CC=C(C=C1)C#CC#CN1CCN(CC1)C(=O)O